FC1=CC2=C(NC(N2)=O)C=C1 5-fluoro-1,3-dihydrobenzimidazol-2-one